O1C2=C(OC[C@H]1C(=O)O)C=CC=C2 (S)-2,3-dihydrobenzo[b][1,4]dioxine-2-carboxylic acid